(E)-4-(2-fluorophenyl)-2,4,7-trimethyloct-2,6-dienal FC1=C(C=CC=C1)C(/C=C(/C=O)\C)(CC=C(C)C)C